C(C1=CC=CC=C1)O[C@H]1C[C@@H](O[C@@H]1C(C(F)(F)F)O)N1C(NC(C(=C1)F)=O)=O 1-((2R,4S,5R)-4-(benzyloxy)-5-(2,2,2-trifluoro-1-hydroxyethyl)tetrahydrofuran-2-yl)-5-fluoropyrimidine-2,4(1H,3H)-dione